N-[(2S)-1-amino-4-methyl-1-oxopentan-2-yl]-3-(cyclopropylmethoxy)-4-methylbenzamide NC([C@H](CC(C)C)NC(C1=CC(=C(C=C1)C)OCC1CC1)=O)=O